tert-Butyl 1-(3-thienyl)hydrazinecarboxylate S1C=C(C=C1)N(N)C(=O)OC(C)(C)C